COC1=C(C(=O)N(C2=CC=C(C=C2)S(=O)(=O)C2=CC=C(C=C2)N(C(C2=C(C=CC=C2)OC)=O)C(=O)NC)C(=O)NC)C=CC=C1 N-(2-methoxybenzoyl)-4-[(methylaminocarbonyl)amino]phenylsulfone